C(C)(C)(C)OC(=O)NCC1=CC=C(C=C1)NC(=O)C1=CC2=C(OCCC3=C2SC=C3)C=C1C=1C(=NC(=CC1)C(NC1C(NC(CC1)=O)=O)=O)C(=O)OC methyl 3-(9-((4-(((tert-butoxycarbonyl)amino)methyl)phenyl)carbamoyl)-4,5-dihydrobenzo[b]thieno[2,3-d]oxepin-8-yl)-6-((2,6-dioxopiperidin-3-yl)carbamoyl)picolinate